N1=CC(=CC2=NC=CC=C12)N1C(NC2=C1C=CC=C2)=O 1-(1,5-naphthyridin-3-yl)-1H-benzo[d]imidazol-2(3H)-one